(quinazolin-4-yl)piperidin N1=CN=C(C2=CC=CC=C12)N1CCCCC1